2-phenylethylisocyanate C1(=CC=CC=C1)CCN=C=O